(4-(4-amino-7-(1-isobutyrylpiperidin-4-yl)pyrrolo[2,1-f][1,2,4]triazin-5-yl)phenyl)-1'-cyclopropyl-2'-methyl-4'-oxo-1',4'-dihydro-[2,3'-bipyridine]-5'-carboxamide NC1=NC=NN2C1=C(C=C2C2CCN(CC2)C(C(C)C)=O)C2=CC=C(C=C2)C=2C(=NC=CC2)C2=C(N(C=C(C2=O)C(=O)N)C2CC2)C